FC1=C(C=CC(=C1F)C)C=1N=NN(C1)[C@H]1[C@H]([C@H](O[C@@H]([C@@H]1OC)CN1N=NC(=C1)C1(CCC1)O)CO)O (2R,3R,4S,5R,6R)-4-(4-(2,3-Difluoro-4-methylphenyl)-1H-1,2,3-triazol-1-yl)-6-((4-(1-hydroxycyclobutyl)-1H-1,2,3-triazol-1-yl)methyl)-2-(hydroxymethyl)-5-methoxytetrahydro-2H-pyran-3-ol